CC1=CCOS1(=O)=O 1-methyl-1-propen-1,3-sultone